FC=1C=C(C=CC1F)C=1N=C2N(CCN(C2(C)C)C(CN)=O)C1NC=1C=CC(=C(C#N)C1)F 5-((2-(3,4-difluorophenyl)-7-glycyl-8,8-dimethyl-5,6,7,8-tetrahydroimidazo[1,2-a]pyrazin-3-yl)amino)-2-fluorobenzonitrile